2-(3-(2-(2-aminoethoxy)ethoxy)propan-amido)-N-(5-cyanopyridin-2-yl)benzamide NCCOCCOCCC(=O)NC1=C(C(=O)NC2=NC=C(C=C2)C#N)C=CC=C1